(S)-N-(4-(4-((2-amino-2,4-dimethyl-pentyl)oxy)-3-(trifluoromethoxy)phenyl)pyridin-2-yl)acetamide N[C@](COC1=C(C=C(C=C1)C1=CC(=NC=C1)NC(C)=O)OC(F)(F)F)(CC(C)C)C